CC1=C(OC2=C(C=C(C=C2C1=O)C)[C@@H](C)NC1=C(C(=O)O)C=CC=C1)N1CC2(C1)CC(C2)C(F)(F)F 2-[[(1R)-1-[3,6-Dimethyl-4-oxo-2-[6-(trifluoromethyl)-2-azaspiro[3.3]heptan-2-yl]chromen-8-yl]ethyl]amino]benzoic acid